5-chloro-4-(3-(2-chloro-4-fluorophenyl)-5-fluoro-1H-pyrrolo[2,3-b]pyridin-1-yl)-2-fluoro-N-(methylsulfonyl)benzamide ClC=1C(=CC(=C(C(=O)NS(=O)(=O)C)C1)F)N1C=C(C=2C1=NC=C(C2)F)C2=C(C=C(C=C2)F)Cl